(6R)-4,6-dimethylcyclohex-3-ene-1-carbaldehyde CC1=CCC([C@@H](C1)C)C=O